9,9-bis(2-(2-ethoxyethoxy)ethyl)-9H-fluoren-2-amine C(C)OCCOCCC1(C2=CC=CC=C2C=2C=CC(=CC12)N)CCOCCOCC